[NH+]1=CC=CC=C1.C(CC)S(=O)(=O)[O-] propanesulfonate Pyridinium salt